6-((1S,5R)-3-(cyclopropanecarbonyl)-3-azabicyclo[3.1.0]hexan-1-yl)-4-(((R)-1-(3-(difluoromethyl)-2-fluorophenyl)ethyl)amino)-2-methyl-2,6-dihydropyrido[3,4-d]pyridazine-1,7-dione C1(CC1)C(=O)N1C[C@@]2(C[C@@H]2C1)N1C=C2C(=NN(C(C2=CC1=O)=O)C)N[C@H](C)C1=C(C(=CC=C1)C(F)F)F